ClC1=C(C(=O)NC2CCC(CC2)(F)F)C=CC(=C1)[C@H](C)NC=1N=CC2=C(N1)N(C(C=C2)=O)CC(C)(C)C 2-Chloro-N-(4,4-difluorocyclohexyl)-4-[(1S)-1-{[8-(2,2-dimethylpropyl)-7-oxo-7,8-dihydropyrido[2,3-d]pyrimidin-2-yl]amino}ethyl]benzamid